C1(CC1)C=1C=CC(=C(C1)C1=C(C=NC(=C1)C)C(=O)O)OC 4-(5-cyclopropyl-2-methoxyphenyl)-6-methylpyridine-3-carboxylic acid